1-{[7-(2,6-difluoro-3,5-dimethoxyphenyl)-9,9-dimethyl-8-oxo-6,7,8,9-tetrahydro-3H-pyrrolo[2,3-c]-2,7-naphthyridin-2-yl]methyl}piperidine-4-carbonitrile FC1=C(C(=C(C=C1OC)OC)F)N1C(C(C=2C3=C(N=CC2C1)NC(=C3)CN3CCC(CC3)C#N)(C)C)=O